FC=1C=C(C(=NC1)C#N)C=1N=NN(C1)CC=1N=C2N(C=C(C=C2)CNCC23CC(C2)(C3)F)C1 5-fluoro-3-{1-[(6-{[({3-fluorobicyclo[1.1.1]pentan-1-yl}methyl)amino]methyl}imidazo[1,2-a]pyridin-2-yl)methyl]-1H-1,2,3-triazol-4-yl}pyridine-2-carbonitrile